3-((1R,2S)-1-cyclopropyl-3-methoxy-2-methyl-3-oxopropyl)phenyl 3-((diisopropylamino)methyl)-4-(5-fluoro-2-methoxypyridin-4-yl)benzoate C(C)(C)N(C(C)C)CC=1C=C(C(=O)OC2=CC(=CC=C2)[C@@H]([C@@H](C(=O)OC)C)C2CC2)C=CC1C1=CC(=NC=C1F)OC